C1(CCC1)CC(C(=O)OCCCCC(CN(CC(CCCCOC(C(CCCCCCCC)CC1CCC1)=O)(C)C)CCCCO)(C)C)CCCCCCCC ((4-hydroxybutyl)azanediyl)bis(5,5-dimethylhexane-6,1-diyl) bis(2-(cyclobutylmethyl)-decanoate)